C(CCC)C(CCCCCCCCCCCCC[PH2+]C(F)(F)F)(CCCC)CCCC tributyltetradecyltrifluoromethylphosphonium